N1N=CC2=CC(=CC=C12)C#CC1=NC(=NC=C1)C1=NC(=NC=C1)NCC(=O)NC ((4-((1H-indazol-5-yl)ethynyl)-[2,4'-bipyrimidin]-2'-yl)amino)-N-methylacetamide